Racemic-1-(1-cyclopropylazetidin-3-yl)-3-(isoquinolin-4-yl)-2-oxoimidazolidine-4-carbonitrile C1(CC1)N1CC(C1)N1C(N([C@H](C1)C#N)C1=CN=CC2=CC=CC=C12)=O |r|